3-benzyl-1-(trans-4-((5-cyano-4-((3-hydroxypropyl)-(methyl)amino)-pyrimidin-2-yl)-amino)cyclohexyl)-1-(5-(1-methyl-1H-pyrazol-4-yl)-pyridin-2-yl)urea C(C1=CC=CC=C1)NC(N(C1=NC=C(C=C1)C=1C=NN(C1)C)[C@@H]1CC[C@H](CC1)NC1=NC=C(C(=N1)N(C)CCCO)C#N)=O